(R)-isopropyl 3-(9-((1s,4S)-4-carbamoylcyclohexyl)-8-(2-chloro-4-cyano-6-fluorophenylamino)-9H-purin-2-ylamino)piperidine-1-carboxylate C(N)(=O)C1CCC(CC1)N1C2=NC(=NC=C2N=C1NC1=C(C=C(C=C1F)C#N)Cl)N[C@H]1CN(CCC1)C(=O)OC(C)C